C1(=CC=CC=C1)[SiH](C1=CC=CC=C1)[Hf](C1=C(CC=2C=C3C(=CC12)C(CCC3(C)C)(C)C)C)C3=C(CC=1C=C2C(=CC31)C(CCC2(C)C)(C)C)C diphenylsilyl-bis(2-(methyl)-5,5,8,8-tetramethyl-5,6,7,8-tetrahydrobenz(f)indenyl)hafnium